O.[Ba].[Al].[Mg] magnesium-aluminum-barium water